C1(=CC=CC=C1)C12C=CC(CC1)C2 1-phenyl-bicyclo[2.2.1]hept-2-ene